1,3,5-trimethyl-2,4,6-tris(3,5-dibutyl-4-hydroxybenzyl)benzene CC1=C(C(=C(C(=C1CC1=CC(=C(C(=C1)CCCC)O)CCCC)C)CC1=CC(=C(C(=C1)CCCC)O)CCCC)C)CC1=CC(=C(C(=C1)CCCC)O)CCCC